COC(CCC1=NC(=CC=C1C1=CC2=C(N=CN=C2N)N1COCC[Si](C)(C)C)Cl)=O 3-(3-(4-amino-7-((2-(trimethylsilyl)ethoxy)methyl)-7H-pyrrolo[2,3-d]pyrimidin-6-yl)-6-chloropyridin-2-yl)propionic acid methyl ester